Tert-butyl-((7R)-2-(3-methylbenzofuran-6-carbonyl)-2-azabicyclo[2.2.1]hept-7-yl) carbamate C(N)(O[C@H]1C2(N(CC1CC2)C(=O)C2=CC1=C(C(=CO1)C)C=C2)C(C)(C)C)=O